OCCOCCOCCNC(OC(C)(C)C)=O tert-butyl N-{2-[2-(2-hydroxyethoxy)-ethoxy]ethyl}carbamate